FC1C2(C1)CNC(C1=CC=C(C=C12)C(F)(F)F)=O 2'-fluoro-6-(trifluoromethyl)spiro[2,3-dihydroisoquinoline-4,1'-cyclopropane]-1-one